N1=CC=C2C1=NC=C(C2)C(=O)N Pyrrolo[2,3-b]Pyridine-5-carboxamide